5-(8'-((2S,5R)-4-acryloyl-2,5-dimethylpiperazin-1-yl)-6'-oxo-10'-(trifluoromethyl)-2'H,4'H,6'H-spiro[oxetane-3,3'-[1,4]thiazepino[2,3,4-ij]quinazolin]-11'-yl)-2,4-difluorobenzaldehyde C(C=C)(=O)N1C[C@@H](N(C[C@H]1C)C1=NC(N2C3=C(C(=C(C=C13)C(F)(F)F)C=1C(=CC(=C(C=O)C1)F)F)SCC1(C2)COC1)=O)C